hydroxyethyl-palmitoyloxyhydroxypropyl-palmitamide OCCC(C(C(=O)N)(CCCO)OC(CCCCCCCCCCCCCCC)=O)CCCCCCCCCCCCC